C(CCCCCCCCCCCCCCCCC)(=[O+][O-])O STEARIC ACID oxide